ClC1=CC(=C(C=C1)N(S(=O)(=O)C=1C=CC2=C(C(=C(O2)C(=O)OCC)C)C1)CC)CN(C(C1=C(C=CC=C1)Cl)=O)CC=1OC=CC1 ethyl 5-(N-(4-chloro-2-((2-chloro-N-(furan-2-ylmethyl) benzamido) methyl) phenyl)-N-ethylsulfamoyl)-3-methylbenzofuran-2-carboxylate